CCN(CC)C1=CC2=C(C=C1)[C-]=C(C(=O)O2)C3=NC4=CC=CC=C4N3C.CCN(CC)C1=CC2=C(C=C1)[C-]=C(C(=O)O2)C3=NC4=CC=CC=C4N3C.C/C(=C/C(=O)C)/O.[Ir] The molecule is an iridium coordination entity composed of iridium(III) coordinated to an acetoacetonate and two 7-(diethylamino)-3-(1-methyl-1H-benzimidazol-2-yl)-2H-chromen-2-one units. It has a role as a fluorochrome. It is an iridium coordination entity and an organoiridium compound.